6-amino-9-(4-(((3-(4-(3-aminopropyl)piperazin-1-yl)propyl)amino)methyl)-2-methoxybenzyl)-2-ethoxy-9H-purin-8-ol NC1=C2N=C(N(C2=NC(=N1)OCC)CC1=C(C=C(C=C1)CNCCCN1CCN(CC1)CCCN)OC)O